3-methylbutane-1-boronate CC(CCB([O-])[O-])C